8-((t-butoxycarbonyl)amino)octanoic acid C(C)(C)(C)OC(=O)NCCCCCCCC(=O)O